(S)-3-(2-Fluoro-phenyl)-N-[1-(3-pyrazin-2-yl-phenyl)ethyl]acrylamide FC1=C(C=CC=C1)C=CC(=O)N[C@@H](C)C1=CC(=CC=C1)C1=NC=CN=C1